ClC=1C=C2C(=NC(=NC2=C(C1)F)C)SCC(=O)C1=CC=C(S1)CNC(CO)=O N-((5-(2-((6-chloro-8-fluoro-2-methylquinazolin-4-yl)thio)acetyl)thiophen-2-yl)methyl)-2-hydroxyacetamide